FC=1C(=NC=C(C1C1(CCC1)OCC(=O)N1CC2CCC(C1)N2C2=NC=C(C#N)C=C2)F)OC 6-(3-(2-(1-(3,5-difluoro-2-methoxypyridin-4-yl)cyclobutoxy)acetyl)-3,8-diazabicyclo[3.2.1]octan-8-yl)nicotinonitrile